C(C)OCC1(CCN(CCC1)CC1=CC=C(C=C1)NC(C)=O)CCC1=CC=CC=C1 N-(4-((4-(ethoxymethyl)-4-phenethylazepan-1-yl)methyl)phenyl)acetamide